5-(6-methoxypyridin-3-yl)-2-(2-methylpyridin-4-yl)-1H-indole COC1=CC=C(C=N1)C=1C=C2C=C(NC2=CC1)C1=CC(=NC=C1)C